OC[C@@H]1C[C@@H](OC1)C(=O)OCC (cis)-Ethyl 4-(hydroxymethyl)tetrahydrofuran-2-carboxylate